tert-butyl (3R,4R)-4-{[5-chloro-7-(4-chlorophenyl)imidazo[4,3-f][1,2,4]triazin-2-yl]amino}-3-fluoropiperidine-1-carboxylate ClC=1N=C(N2N=C(N=CC21)N[C@H]2[C@@H](CN(CC2)C(=O)OC(C)(C)C)F)C2=CC=C(C=C2)Cl